C(C(=C)C)(=O)OCCCCOC(CCC1=CC=2C(=NN(N2)C2=CC3=C(OCO3)C=C2O)C=C1)=O 4-[3-{2-(6-hydroxybenzo[1,3]dioxol-5-yl)-2H-benzotriazol-5-yl}propanoyloxy]butyl methacrylate